6-(2,6-dimethylphenyl)-5-(3-((1R)-3-(trifluoromethoxy)cyclopentyl)phenyl)pyrazin-2-amine CC1=C(C(=CC=C1)C)C1=C(N=CC(=N1)N)C1=CC(=CC=C1)[C@H]1CC(CC1)OC(F)(F)F